FC1=CC=C(C=C1)N1N=CC2=CC(=C(C=C12)C)N1CC2N(C(C1)C2)S(=O)(=O)C=2C=NN(C2)CCC 3-(1-(4-fluorophenyl)-6-methyl-1H-indazol-5-yl)-6-((1-propyl-1H-pyrazol-4-yl)sulfonyl)-3,6-diazabicyclo[3.1.1]heptane